1-benzyl-5-oxo-piperidine-2-carboxylate C(C1=CC=CC=C1)N1C(CCC(C1)=O)C(=O)[O-]